C(C1=CC(=C(C(=C1)CC)C1=C(C(=O)N)C=CC=C1)CC)C1=CC(=C(C(=C1)CC)C1=C(C(=O)N)C=CC=C1)CC [methylenebis(2,6-diethyl-4,1-phenylene)]bis[benzamide]